6-para-tolylpyridine-2-amine hydrochloride Cl.C1(=CC=C(C=C1)C1=CC=CC(=N1)N)C